(3aS,4R,6aS)-1-benzyl-4-methyl-octahydropyrrolo[3,4-b]pyrrole C(C1=CC=CC=C1)N1[C@H]2[C@@H](CC1)[C@H](NC2)C